[N].OC1=CC=C(C=C1)C(C=1C(=NC=CC1)O)C1=CC=C(C=C1)O 3-(bis(4-hydroxyphenyl)methyl)pyridin-2-ol nitrogen